2,3-Octanedione CC(C(CCCCC)=O)=O